3-Pentyloctyl 8-((4-aminobutyl)(8-oxo-8-(undecan-6-yloxy)octyl)amino)octanoate NCCCCN(CCCCCCCC(=O)OCCC(CCCCC)CCCCC)CCCCCCCC(OC(CCCCC)CCCCC)=O